3-amino-N-(3-fluoro-2-{octahydropyrrolo[2,3-c]pyrrol-1-yl}-5,6,7,8-tetrahydroquinolin-6-yl)-4,6-dimethylthieno[2,3-b]pyridine-2-carboxamide NC1=C(SC2=NC(=CC(=C21)C)C)C(=O)NC2CC=1C=C(C(=NC1CC2)N2CCC1C2CNC1)F